((3S,4S)-4-(3,4-dihydroisoquinolin-2(1H)-yl)-3-hydroxypiperidin-1-yl)(6-(trifluoromethyl)-5,6,7,8-tetrahydroimidazo[1,2-a]pyridin-2-yl)methanone C1N(CCC2=CC=CC=C12)[C@@H]1[C@H](CN(CC1)C(=O)C=1N=C2N(CC(CC2)C(F)(F)F)C1)O